FC(COCCF)(F)F (2-fluoroethyl) (2,2,2-trifluoroethyl) ether